C(C)C1=NC(=NO1)C=1C=C2CC[C@H](C2=CC1)NC(=O)C1=CN=NC(=C1)C (R)-N-(5-(5-ethyl-1,2,4-oxadiazol-3-yl)-2,3-dihydro-1H-inden-1-yl)-6-methylpyridazine-4-carboxamide